OC1=CC(=NN1C1=CC=C(C=C1)C(C)C)CC(=O)OC methyl 2-(5-hydroxy-1-(4-isopropylphenyl)-1H-pyrazol-3-yl)acetate